4-(hydroxyphenyl)methylbenzonitrile OC1=C(C=CC=C1)CC1=CC=C(C#N)C=C1